3-(3-fluorophenyl)-1-phenyl-1-propanone FC=1C=C(C=CC1)CCC(=O)C1=CC=CC=C1